N1,N2-dimethyl-N1-((3-(7-(trifluoromethyl)-4,5-dihydro-1H-benzo[d]azepin-3(2H)-yl)pyridin-2-yl)methyl)ethane-1,2-diamine CN(CCNC)CC1=NC=CC=C1N1CCC2=C(CC1)C=C(C=C2)C(F)(F)F